1-(Bromomethyl)-2-fluoro-4-methylsulfonyl-benzene BrCC1=C(C=C(C=C1)S(=O)(=O)C)F